CN1N=C(N=C1NC1=CC=C(C=C1)OC(F)(F)F)C1=CC=C(C=O)C=C1 4-[1-methyl-5-[4-(trifluoromethoxy)anilino]-1,2,4-triazol-3-yl]benzaldehyde